(3-(bis(4-methoxybenzyl)amino)-5-chloro-2-fluorophenyl)boronic acid COC1=CC=C(CN(C=2C(=C(C=C(C2)Cl)B(O)O)F)CC2=CC=C(C=C2)OC)C=C1